tert-butyl (2R,5S)-5-ethyl-2-methylpiperazine-1-carboxylate C(C)[C@@H]1NC[C@H](N(C1)C(=O)OC(C)(C)C)C